NC1=C(C=2C(=NC(=C(N2)C)C)N1C1=C(C(=CC=C1C)O)C)C(=O)C1=CC2=C(N1)C=CS2 (R)-(6-amino-5-(3-hydroxy-2,6-dimethylphenyl)-2,3-dimethyl-5H-pyrrolo[2,3-b]pyrazin-7-yl)(4H-thieno[3,2-b]pyrrol-5-yl)methanone